NC=1N=NC(=CC1N1CC(N(CC1)C(CN(C)C)=O)C)C1=C(C=CC=C1)O 1-[4-[3-amino-6-(2-hydroxyphenyl)pyridazin-4-yl]-2-methyl-piperazin-1-yl]-2-(dimethylamino)ethanone